N-hydroxy-4-{[5-(3-methyl-4-oxo-3,4-dihydroquinazolin-6-yl)-3-phenyl-1H-pyrazol-1-yl]methyl}benzamide ONC(C1=CC=C(C=C1)CN1N=C(C=C1C=1C=C2C(N(C=NC2=CC1)C)=O)C1=CC=CC=C1)=O